2-(tert-butylamino)-4-(cyclopropylamino)-6-(methylthio)-s-triazine C(C)(C)(C)NC1=NC(=NC(=N1)NC1CC1)SC